CN(C(=O)C1CC(C1)NC1=NNC2=NC=CC(=C21)OC2=C(C=C(C=C2)NC(=O)C=2C(N(N=CC2)C2=CC=C(C=C2)F)=O)F)C N-(4-((3-(((1s,3s)-3-(dimethylcarbamoyl)cyclobutyl)amino)-1H-pyrazolo[3,4-b]pyridin-4-yl)oxy)-3-fluorophenyl)-2-(4-fluorophenyl)-3-oxo-2,3-dihydropyridazine-4-carboxamide